C(C=C)(=O)OCCC1=C(C(C(=O)O)=CC(=C1C(=O)O)C(=O)O)C(=O)O acryloyloxyethyl-pyromellitic acid